N-((1S,2S)-2-amino-1,2-diphenylethyl)-3-(trifluoromethyl)benzenesulfonamide N[C@H]([C@H](C1=CC=CC=C1)NS(=O)(=O)C1=CC(=CC=C1)C(F)(F)F)C1=CC=CC=C1